BrC1=CC=C(C=C1)[C@]12[C@](C3=NC=C(C=C3O1)Cl)([C@@H]([C@@H]([C@H]2C2=CC=CC=C2)C(=O)O)O)O |r| rac-(5aR,6S,7R,8R,8aS)-5a-(4-bromophenyl)-3-chloro-8,8a-dihydroxy-6-phenyl-5a,7,8,8a-tetrahydro-6H-cyclopenta[4,5]furo[3,2-b]pyridine-7-carboxylic acid